NC=1N=C(C2=C(N1)C=CN2CC2=C(C=C(C=C2)CN(C(CCN2C(C=CC2=O)=O)=O)C2CC2)OC)NCCCCC N-[(4-{[2-amino-4-(pentylamino)-5H-pyrrolo[3,2-d]pyrimidin-5-yl]methyl}-3-methoxyphenyl)methyl]-N-cyclopropyl-3-(2,5-dioxo-2,5-dihydro-1H-pyrrol-1-yl)propanamide